N-((6-chloro-2,4-diisopropylpyridin-3-yl)carbamoyl)-6,7-dihydro-5H-pyrazolo[5,1-b][1,3]oxazine-3-sulfonamide ClC1=CC(=C(C(=N1)C(C)C)NC(=O)NS(=O)(=O)C=1C=NN2C1OCCC2)C(C)C